C1(=CC=C(C=C1)CN1CC=CC=C1Cl)C1=CC=CC=C1 N-([1,1'-biphenyl]-4-ylmethyl)-6-chloropyridine